N-ethylsulfonylethanesulfonamide C(C)S(=O)(=O)NS(=O)(=O)CC